4-methylthiazole-2-acetaldehyde CC=1N=C(SC1)CC=O